C1(=C(C=CC=C1)C1(C(=O)OC1C)C1=C(C=CC=C1)C)C α,α-ditolyl-β-butyrolactone